5-amino-1-(4-(methoxy-d3)phenyl)-3-(2-methyl-2H-indazol-5-yl)-7-((2,2,2-trifluoroethyl)amino)-3,4-dihydropyrimido[4,5-d]pyrimidin-2(1H)-one NC1=C2C(=NC(=N1)NCC(F)(F)F)N(C(N(C2)C2=CC1=CN(N=C1C=C2)C)=O)C2=CC=C(C=C2)OC([2H])([2H])[2H]